3,6,9,12,15,18,21,24,27-nonaoxanonatriacontan-1-ol C(COCCOCCOCCOCCOCCOCCOCCOCCOCCCCCCCCCCCC)O